FC=1C(=C(C=C2C=CC(=CC12)OCCCC#N)O)N1S(NC(C1)=O)(=O)=O 4-{[8-fluoro-6-hydroxy-7-(1,1,4-trioxo-1λ6,2,5-thiadiazolidin-2-yl)naphthalen-2-yl]oxy}butanenitrile